niobium Potassium salt [K].[Nb]